(R)-5-(2-hydroxy-propan-2-yl)-N'-((3,5,6,7-tetrahydro-2H-indeno-[5,6-b]furan-8-yl)carbamoyl)thiazole-2-sulfonimidamide OC(C)(C)C1=CN=C(S1)[S@@](=O)(N)=NC(NC1=C2CCCC2=CC2=C1OCC2)=O